BrC=1N=C(SC1)C(C=C)O 1-(4-bromothiazol-2-yl)prop-2-en-1-ol